ClC=1C=C(C#N)C=C(C1N1N=CC=2C=NC(=CC21)NC2=NC=NC(=C2)NCC(CO)(F)F)F 3-chloro-4-(6-((6-((2,2-difluoro-3-hydroxypropyl)amino)pyrimidin-4-yl)amino)-1H-pyrazolo[4,3-c]pyridin-1-yl)-5-fluorobenzonitrile